3-fluoro-4-(6-methoxy-3,4-dihydronaphthalen-1-yl)phenol FC=1C=C(C=CC1C1=CCCC2=CC(=CC=C12)OC)O